2-acetamido-N-(2-(2-methoxy-4-(trifluoromethyl)phenoxy)ethyl)-6-methylisonicotinamide C(C)(=O)NC=1C=C(C(=O)NCCOC2=C(C=C(C=C2)C(F)(F)F)OC)C=C(N1)C